FC1(CC(CC1)CN1N=C(C(=C1C(=O)NC1=CC(=NC=C1)S(=O)(=O)C)C(F)(F)F)C)F 1-((3,3-difluorocyclopentyl)methyl)-3-methyl-N-(2-(methylsulfonyl)pyridin-4-yl)-4-(trifluoromethyl)-1H-pyrazole-5-carboxamide